C1(CC1)C1=C(C(=NO1)C1=C(C=CC=C1Cl)Cl)CO[C@H]1[C@@H]2C(N([C@H](C1)C2)C2=CC(=C(C=C2)CCC(=O)O)F)=O 3-{4-[(1s,4r,5r)-5-{[5-cyclopropyl-3-(2,6-dichlorophenyl)-1,2-oxazol-4-yl]methoxy}-3-oxo-2-azabicyclo[2.2.1]heptan-2-yl]-2-fluorophenyl}propanoic acid